BrC=1C=CC(N(C1)C)=O 5-bromo-1-methyl-2(1H)-pyridone